2-(6-fluoro-2-oxo-1,2-dihydropyridin-4-yl)-2-methylpropanoic acid FC1=CC(=CC(N1)=O)C(C(=O)O)(C)C